OC1=C(C=CC(=C1)O)C(C1=C(C=C(C=C1)O)O)=O 2',2,4,4'-tetrahydroxybenzophenone